[N+](=[N-])=CC(CC[C@@H](C(=O)OC(C)C)NC(=O)C1(COCC1)OC)=O isopropyl (2S)-6-diazo-2-(3-methoxytetrahydrofuran-3-carboxamido)-5-oxohexanoate